2-(4-chloro-3-fluorophenoxy)-N-(3-{2-[4-chloro-3-(hydroxymethyl)phenoxy]-acetylamino}bicyclo[1.1.1]pentan-1-yl)acetamide ClC1=C(C=C(OCC(=O)NC23CC(C2)(C3)NC(COC3=CC(=C(C=C3)Cl)CO)=O)C=C1)F